Cl.N[C@@H](CC(C)C)C(=O)N L-leucinamide hydrogen chloride salt